C12(CC3CC(CC(C1)C3)C2)OCCOCCNC(=O)C2=NN(C(=C2C)C2=CC=C(C=C2)Cl)C2=C(C=C(C=C2)Cl)Cl N-(2-(2-(((3s,5s,7s)-adamantan-1-yl)oxy)ethoxy)ethyl)-5-(4-chlorophenyl)-1-(2,4-dichlorophenyl)-4-methyl-1H-pyrazole-3-carboxamide